FC1=CC=CC(=N1)N1C[C@H](CC1)C(=O)OC Methyl (3S)-1-(6-fluoropyridin-2-yl)pyrrolidine-3-carboxylate